(R)-4-benzyloxy-2-methyl-4-oxo-butyric acid calcium salt [Ca+2].C(C1=CC=CC=C1)OC(C[C@H](C(=O)[O-])C)=O.C(C1=CC=CC=C1)OC(C[C@H](C(=O)[O-])C)=O